3'-O-(4,4-dimethoxytrityloxy)-2'-O-[(tert-butyl)dimethylsilyl]uridine COC1(CC=C(C(C2=CC=CC=C2)(C2=CC=CC=C2)OO[C@H]2[C@H]([C@@H](O[C@@H]2CO)N2C(=O)NC(=O)C=C2)O[Si](C)(C)C(C)(C)C)C=C1)OC